C(C1=CC=CC=C1)N1CCN(C2=C(C1)C=CS2)C(C(F)(F)F)=O 1-(4-Benzyl-2,3,4,5-tetrahydro-1H-thieno[2,3-e][1,4]diazepin-1-yl)-2,2,2-trifluoroethan-1-one